C[C@H]1N([C@@H](COC1)C)CC1CCNCC1 4-{[(3R,5R)-3,5-dimethylmorpholin-4-yl]methyl}piperidin